2-((3-methylbenzyl)thio)-6-oxo-4-(3,4,5-trimethoxyphenyl)-1,6-dihydropyrimidine-5-carbonitrile CC=1C=C(CSC=2NC(C(=C(N2)C2=CC(=C(C(=C2)OC)OC)OC)C#N)=O)C=CC1